ClC1=CC(=C(N=N1)C(=O)NC([2H])([2H])[2H])NC1=NC=CC(=C1OC)C1=NC=C(C=N1)F 6-chloro-4-((4-(5-fluoropyrimidin-2-yl)-3-methoxypyridin-2-yl)amino)-N-(methyl-d3)pyridazine-3-carboxamide